4-(5-Hydroxy-2-pyridinyl)-2-oxo-piperazine-1-carboxylic acid tert-butyl ester C(C)(C)(C)OC(=O)N1C(CN(CC1)C1=NC=C(C=C1)O)=O